1,2-dilithiodiphenylethane [Li]C(C([Li])C1=CC=CC=C1)C1=CC=CC=C1